Perfluoromethyl-piperidine FC1(N(C(C(C(C1(F)F)(F)F)(F)F)(F)F)C(F)(F)F)F